N1=CC=C(C=C1)C1=NNC2=CC=C(C=C12)NC1=CC=C(C#N)C=C1 4-[[3-(4-Pyridyl)-1H-indazol-5-yl]amino]benzonitrile